9,9-dimethyl-N-phenyl-9H-fluoren-3-amine CC1(C2=CC=CC=C2C=2C=C(C=CC12)NC1=CC=CC=C1)C